spiro[cyclopropane-1,1'-isoindoline]-3'-one C12(NC(C3=CC=CC=C13)=O)CC2